NC(NCCC[C@H](NC([C@@H](NC(CCNC([C@H](CCCCN)NC(OCC1C2=CC=CC=C2C=2C=CC=CC12)=O)=O)=O)C(C)C)=O)C(NC1=CC=C(C=C1)CO)=O)=O (9H-fluoren-9-yl)methyl ((6S,9S,16S)-1,20-diamino-6-((4-(hydroxymethyl)phenyl)carbamoyl)-9-isopropyl-1,8,11,15-tetraoxo-2,7,10,14-tetraazaicosan-16-yl)carbamate